5-chloro-2-fluorophenyl 2,4,6-tri-O-acetyl-3-azido-3-deoxy-1-thio-alpha-D-galactopyranoside C(C)(=O)O[C@H]1[C@@H](SC2=C(C=CC(=C2)Cl)F)O[C@@H]([C@@H]([C@@H]1N=[N+]=[N-])OC(C)=O)COC(C)=O